5-chloro-2-methyl-N-((1r,4r)-4-((3-(5-(methylamino)pyrazin-2-yl)-2-oxo-2,3-dihydro-1H-benzo[d]imidazol-1-yl)methyl)cyclohexyl)nicotinamide ClC=1C=NC(=C(C(=O)NC2CCC(CC2)CN2C(N(C3=C2C=CC=C3)C3=NC=C(N=C3)NC)=O)C1)C